(E)-N-hydroxy-3-(2-(4-(2-(tetrahydro-1H-pyrrolizin-7a(5H)-yl)acetyl)piperazin-1-yl)phenyl)acrylamide ONC(\C=C\C1=C(C=CC=C1)N1CCN(CC1)C(CC12CCCN2CCC1)=O)=O